C(C(F)(F)Br)(F)(F)Br dibromotetrafluoroethane